4-(5-((((1aR,6bR)-5-fluoro-1a,6b-dihydro-1H-cyclopropa[b]benzofuran-6-yl)methyl)amino)-[1,2,4]triazolo[4,3-c]pyrimidin-8-yl)benzo[b]thiophene 1,1-dioxide FC=1C=CC2=C([C@@H]3[C@H](O2)C3)C1CNC1=NC=C(C=3N1C=NN3)C3=CC=CC=1S(C=CC13)(=O)=O